ethyl (R)-3-(4-(3-(3,6-dibromo-9H-carbazol-9-yl)-2-hydroxypropyl)piperazin-1-yl)propanoate BrC=1C=CC=2N(C3=CC=C(C=C3C2C1)Br)C[C@@H](CN1CCN(CC1)CCC(=O)OCC)O